tert-Butyl (9-((3aR,3bR,4aS,5R,5aS)-2,2-dimethyl-3b-((trityloxy)methyl)hexahydrocyclopropa[3,4]cyclopenta[1,2-d][1,3]dioxol-5-yl)-2-(phenethylthio)-9H-purin-6-yl)carbamate CC1(O[C@H]2[C@@H](O1)[C@@H]([C@@H]1[C@]2(C1)COC(C1=CC=CC=C1)(C1=CC=CC=C1)C1=CC=CC=C1)N1C2=NC(=NC(=C2N=C1)NC(OC(C)(C)C)=O)SCCC1=CC=CC=C1)C